ethyl cyclopent-3-ene-1-carboxylate C1(CC=CC1)C(=O)OCC